(2-bromo-2'-methyl-3'-(3-(4-methylpiperidin-1-yl)propyl)-[1,1'-biphenyl]-3-yl)methanol tert-Butyl-3-fluoro-5-hydroxyazepane-1-carboxylate C(C)(C)(C)C1N(CCC(CC1F)O)C(=O)OCC=1C(=C(C=CC1)C1=C(C(=CC=C1)CCCN1CCC(CC1)C)C)Br